C(#N)C=1C(=NC=CN1)NC(C(=O)O)CCN(CCCCC1=NC=2NCCCC2C=C1)C[C@@H](C)OC 2-((3-cyanopyrazin-2-yl)amino)-4-(((R)-2-methoxypropyl)(4-(5,6,7,8-tetrahydro-1,8-naphthyridin-2-yl)butyl)amino)butanoic acid